CN(C=1C=CC(=C(C1)N1/C(/SCC1=O)=N/C(=O)NC1=C(C=C(C=C1)N1N=C(N=C1)C1=CC=C(C=C1)OC(F)(F)F)C)COC)C (Z)-1-(3-(5-(dimethylamino)-2-(methoxymethyl)phenyl)-4-oxothiazolidin-2-ylidene)-3-(2-methyl-4-(3-(4-(trifluoromethoxy)phenyl)-1H-1,2,4-triazol-1-yl)phenyl)urea